tert-butyl (1-((1r,3r)-3-mercaptocyclobutyl)piperidin-4-yl)carbamate SC1CC(C1)N1CCC(CC1)NC(OC(C)(C)C)=O